N(=C=S)C1=NN(C=C1)C 3-isothiocyanato-1-methyl-1H-pyrazole